FC(N1N=C(C=C1)[C@@H](CC)NC1=NC(=NC(=N1)N)C=1C=CC=2N(C1)C(=NC2)C)F (R)-N2-(1-(1-(difluoromethyl)-1H-pyrazol-3-yl)propyl)-6-(3-methylimidazo[1,5-a]pyridin-6-yl)-1,3,5-triazine-2,4-diamine